C(C)(C)(C)NCC(O)C=1C=NC=C(C1)F 2-(tert-butylamino)-1-(5-fluoropyridin-3-yl)ethan-1-ol